p-toluenesulfonyl-oxymethyl-phosphonic acid diethyl ester C(C)OP(OCC)(=O)COS(=O)(=O)C1=CC=C(C)C=C1